(3R,5S)-3-(methylamino)-5-(trifluoromethyl)piperidine-1-carboxylic acid benzyl ester C(C1=CC=CC=C1)OC(=O)N1C[C@@H](C[C@@H](C1)C(F)(F)F)NC